NCC=1C=NN(C1)CC1=CC2=C(C(=NO2)N)C(=C1F)OC 6-((4-(aminomethyl)-1H-pyrazol-1-yl)methyl)-5-fluoro-4-methoxybenzo[d]isoxazol-3-amine